C(C)C(CC=C)CCCCCC 4-ethyl-1-decene